di-tert-butyl-quinoxalinediamine C(C)(C)(C)C=1C(=C2N=C(C(=NC2=CC1)N)N)C(C)(C)C